N-(5-(2-(((1r,4r)-4-aminocyclohexyl)amino)-8-ethylquinazolin-6-yl)-4-methylpyrimidin-2-yl)-2-chloro-benzenesulfonamide NC1CCC(CC1)NC1=NC2=C(C=C(C=C2C=N1)C=1C(=NC(=NC1)NS(=O)(=O)C1=C(C=CC=C1)Cl)C)CC